COC1=C(CNC=O)C=CC(=C1)OC N-(2,4-dimethoxybenzyl)formamide